2-(4-fluoro-3-pentafluoroethyl-phenyl)-4,4,5,5-tetramethyl-[1,3,2]dioxaborolan FC1=C(C=C(C=C1)B1OC(C(O1)(C)C)(C)C)C(C(F)(F)F)(F)F